C(C)(C)(C)[Si](OCCN1C=NC=2C1=NC=C(C2)Cl)(C)C 3-(2-((tertbutyldimethylsilyl)oxy)ethyl)-6-chloro-3H-imidazo[4,5-b]pyridine